1,1,1,3,3,3-hexafluoropropan-2-yl 1-(3-(1-(tert-butoxycarbonyl)cyclopentyl)-5-(trifluoromethyl)benzyl)-1,8-diazaspiro[4.5]decane-8-carboxylate C(C)(C)(C)OC(=O)C1(CCCC1)C=1C=C(CN2CCCC23CCN(CC3)C(=O)OC(C(F)(F)F)C(F)(F)F)C=C(C1)C(F)(F)F